4,8,11-Dodecatrienal C(CCC=CCCC=CCC=C)=O